OC1=CC(=NC=N1)NNC(C1=C(C=C(C=C1)/C(=C/C(C(F)(F)F)C1=CC(=C(C(=C1)Cl)Cl)Cl)/F)C(F)(F)F)=O (Z)-N'-(6-hydroxypyrimidin-4-yl)-4-(1,4,4,4-tetrafluoro-3-(3,4,5-trichlorophenyl)but-1-en-1-yl)-2-(trifluoromethyl)benzoyl-hydrazine